ClC=1C=CC(=C(C1)NC(CCCC1=CC=CC=C1)=O)OCCOC N-(5-chloro-2-(2-methoxyethoxy)phenyl)-4-phenylbutyramide